C(C)OC(=O)C1=NN(C=C1NC(CCC)=O)C1OCCCC1 (N-Ethylacetylamino)-1-(tetrahydro-2H-pyran-2-yl)-1H-pyrazole-3-carboxylic acid ethyl ester